C(C1=CC=CC=C1)C=1C(=CNC1)S(=O)(=O)NC=1C(=NC(=C(C1)F)Cl)OC 4-benzyl-N-(6-chloro-5-fluoro-2-methoxypyridin-3-yl)-1H-pyrrole-3-sulfonamide